4-iodophenylacetate (4-iodophenyl acetate) IC1=CC=C(C=C1)CC(=O)O.IC1=CC=C(C=C1)CC(=O)O